C(C)(C)(C)OC(=O)N1CCN(CC1)C=1C=C2C(N(C(C2=CC1F)=O)C1C(NC(CC1)=O)=O)=O.NCCCN1C=NC2=C1C=CC=C2 1-(3-aminopropyl)benzimidazole tert-butyl-4-(2-(2,6-dioxopiperidin-3-yl)-6-fluoro-1,3-dioxoisoindolin-5-yl)piperazine-1-carboxylate